2-propyl-5-cyclohexyl-pentanol C(CC)C(CO)CCCC1CCCCC1